C(C)N1C2=NC(=NC(=C2N=C1N1CCC(CC1)=O)N1CCOCC1)C1=CC(=CC=C1)C1=NN(C=C1)C 1-(9-ethyl-2-(3-(1-methyl-1H-pyrazol-3-yl)phenyl)-6-morpholino-9H-purin-8-yl)piperidin-4-one